NC(C(=O)OCCOCCOCCCC)CC1=NNN=C1 2-(2-butoxyethoxy)ethyl 2-amino-3-(2H-1,2,3-triazol-4-yl)propanoate